(R)-3-hydroxybutyrate calcium salt [Ca+2].O[C@@H](CC(=O)[O-])C.O[C@@H](CC(=O)[O-])C